N1(N=CC=C1)C1=CC=C(C=C1)C1CN(CCC1CC1=C2C=CNC2=C(C=C1C)C)CC(F)(F)F 4-((3-(4-(1H-pyrazol-1-yl)phenyl)-1-(2,2,2-trifluoroethyl)piperidin-4-yl)methyl)-5,7-dimethyl-1H-indole